C(C)NC(=C(NCC)NCC)[SiH3] tris(ethylamino)vinylsilane